trimethylsilylpropyl-α-cyanoacrylate C[Si](C)(C)CCCOC(C(=C)C#N)=O